5-amino-8-[2-chloro-6-(hydroxymethyl)-4-pyridinyl]-7-(4-fluorophenyl)-2-[(5-methyl-oxazol-4-yl)methyl]-[1,2,4]triazolo[4,3-c]pyrimidin-3-one NC1=NC(=C(C=2N1C(N(N2)CC=2N=COC2C)=O)C2=CC(=NC(=C2)CO)Cl)C2=CC=C(C=C2)F